FC1=C(C=CC(=C1F)OC)C1=CN=C2N1C=CN=C2NC2=CC(=C(C(=O)NCCC1CCNCC1)C=C2)CC 4-[[3-(2,3-difluoro-4-methoxyphenyl)imidazo[1,2-a]pyrazin-8-yl]amino]-2-ethyl-N-(2-piperidin-4-ylethyl)benzamide